C1=C2C(=CC=C1)N=CN1C2=NC2=CC=CC=C2C1=O quinazolino[4,3-b]quinazolin-8-one